tert-butyl((3s)-1-(5-bromo-2-(3-fluoro-2-(2-fluoro-6-methoxyphenyl)isonicotinamido) phenyl)pyrrolidin-3-yl)carbamate C(C)(C)(C)OC(N[C@@H]1CN(CC1)C1=C(C=CC(=C1)Br)NC(C1=C(C(=NC=C1)C1=C(C=CC=C1OC)F)F)=O)=O